N-((4-(3-cyclopropyl-1,2,4-oxadiazol-5-yl)bicyclo[2.2.2]octan-1-yl)methyl)-N-(3-ethoxyphenyl)-3-hydroxy-3-(trifluoromethyl)cyclobutane-1-carboxamide C1(CC1)C1=NOC(=N1)C12CCC(CC1)(CC2)CN(C(=O)C2CC(C2)(C(F)(F)F)O)C2=CC(=CC=C2)OCC